FC(C(C(F)(F)F)(O)C1=CC=C(C=C1)C1=C(C=C(C=C1)CN1C(CN(CC1)CC1=CC=NC=C1)C(=O)OCCOCC)C)(F)F 2-ethoxyethyl 1-((4'-(1,1,1,3,3,3-hexafluoro-2-hydroxypropan-2-yl)-2-methyl-[1,1'-biphenyl]-4-yl)methyl)-4-(pyridin-4-ylmethyl)piperazine-2-carboxylate